(2R,3R,4S,5S)-4-(aminomethyl)-4-(4-chloro-2-fluorophenyl)-1-ethyl-3-(3-methylphenyl)-5-neopentylpyrrolidine-2-carboxamide NC[C@]1([C@H]([C@@H](N([C@H]1CC(C)(C)C)CC)C(=O)N)C1=CC(=CC=C1)C)C1=C(C=C(C=C1)Cl)F